CC1(C2=CC=CC=C2C=2C(=CC(=CC12)NC1=CC2=CC=CC=C2C=C1)C1=CC=CC=C1)C 9,9-dimethyl-N-(naphthalen-2-yl)-4-phenyl-9H-fluoren-2-amine